2'-chloro-7'-(6-(cyclohexyloxy)pyridin-3-yl)spiro[cyclopropane-1,5'-pyrrolo[2,3-d]pyrimidin]-6'(7'H)-one ClC=1N=CC2=C(N1)N(C(C21CC1)=O)C=1C=NC(=CC1)OC1CCCCC1